(RS)-2-(2,4,5-trichlorophenoxy)propionic acid ClC1=C(O[C@@H](C(=O)O)C)C=C(C(=C1)Cl)Cl |r|